C(C1=CC=CC=C1)OC1=CC=C(C=N1)[C@@H]1OCC[C@@H](C1)C(=O)OC Methyl (2R,4S)-2-(6-benzyloxy-3-pyridyl)tetrahydropyran-4-carboxylate